(R)-8-(1-aminoethyl)-6-chloro-3-cyclopropyl-2-(4-methyltetrahydro-2H-pyran-4-yl)quinazolin-4(3H)-one N[C@H](C)C=1C=C(C=C2C(N(C(=NC12)C1(CCOCC1)C)C1CC1)=O)Cl